(S)-6-fluoro-4-(naphthalen-2-ylsulfonyl)-2-vinyl-3,4-dihydro-2H-benzo[b][1,4]Oxazine FC1=CC2=C(O[C@H](CN2S(=O)(=O)C2=CC3=CC=CC=C3C=C2)C=C)C=C1